N-(3-(4-(1H-indazol-5-yl)phenyl)propyl)-6-methylnicotinamide N1N=CC2=CC(=CC=C12)C1=CC=C(C=C1)CCCNC(C1=CN=C(C=C1)C)=O